C(C=C)(=O)N1CC(C1)C=1C=C2CCN(C(C2=CC1)=O)C1=C(C=CC=C1O)F 6-(1-acryloylazetidin-3-yl)-2-(2-fluoro-6-hydroxyphenyl)-3,4-dihydroisoquinolin-1(2H)-one